2,2-Diethyl-1,3-propandiol C(C)C(CO)(CO)CC